OC(CCN1N=C2C=C(C(=CC2=C1)NC(=O)C1=NC(=CC=C1)C)C(=O)OC)(C)C methyl 2-(3-hydroxy-3-methylbutyl)-5-{[(6-methylpyridin-2-yl) carbonyl] amino}-2H-indazole-6-carboxylate